Cl.Cl.CN1CCN(CC1)[C@H]1CN[C@H](C1)C 1-methyl-4-((3R,5S)-5-Methylpyrrolidin-3-yl)piperazine dihydrochloride